2,6-dichloro-4-(2-fluoropropane-2-yl)pyridine ClC1=NC(=CC(=C1)C(C)(C)F)Cl